4-((7-methoxy-1-oxo-1,2-dihydro-5H-pyridazino[4,5-b]indol-5-yl)methyl)benzenesulfonamide COC=1C=CC=2C3=C(N(C2C1)CC1=CC=C(C=C1)S(=O)(=O)N)C=NNC3=O